tert-butyl (2R)-2-[4-(7-{[(1R)-1-(2,4-dichlorophenyl)ethyl]amino}-2-methylpyrazolo[4,3-d]pyrimidin-5-yl)-3,6-dihydro-2H-pyridine-1-carbonyl]pyrrolidine-1-carboxylate ClC1=C(C=CC(=C1)Cl)[C@@H](C)NC=1C=2C(N=C(N1)C=1CCN(CC1)C(=O)[C@@H]1N(CCC1)C(=O)OC(C)(C)C)=CN(N2)C